OCC(CN(CCCCCC(=O)O)CC(CO)CO)CO 6-(bis(3-hydroxy-2-(hydroxymethyl)propyl)amino)hexanoic acid